C(C)CC(CC(=O)[O-])=O.[O-]CC.[O-]CC.[O-]CC.[Ti+4] titanium triethoxide mono(ethylacetoacetate)